C(C)OC(=O)C1=CN(C(=CC1=O)C1=CC(=C(C=C1)N1CCCC1)C#N)C1=CC2=C(N=C(O2)N2[C@H](CCC2)COC)C=C1 (R)-1-(2-(2-(methoxymethyl)pyrrolidin-1-yl)benzo[d]oxazole-6-yl)-4-oxo-6-(4-(pyrrolidin-1-yl)-3-(cyano)phenyl)-1,4-dihydropyridine-3-carboxylic acid ethyl ester